methyl 2-((5-(6-((4-chloro-2-fluorobenzyl)oxy)pyridin-2-yl)-3,4,5,6-tetrahydropyrrolo[3,4-c]pyrrol-2(1H)-yl)methyl)-1-(2-methoxyethyl)-1H-benzo[d]imidazole-6-carboxylate ClC1=CC(=C(COC2=CC=CC(=N2)N2CC3=C(C2)CN(C3)CC3=NC2=C(N3CCOC)C=C(C=C2)C(=O)OC)C=C1)F